ClC1=C2C(=NNC2=C(C=C1)N1C[C@H](CCC1)C1=CC=C(C=C1)N1CCC(CC1)CN1CCC(CC1)C=1N(C2=CC(=C(C=C2C1)F)N1C(NC(CC1)=O)=O)C)C#N 4-Chloro-7-[(3R)-3-{4-[4-({4-[6-(2,4-dioxo-1,3-diazinan-1-yl)-5-fluoro-1-methyl-1H-indol-2-yl]piperidin-1-yl}methyl)piperidin-1-yl]phenyl}piperidin-1-yl]-1H-indazole-3-carbonitrile